BrC=1C=C(C=CC1I)CN (3-bromo-4-iodo-phenyl)methanamine